tert-Butyl (2S,4R)-2-(((6-chloropyridazin-3-yl)amino)methyl)-4-fluoropyrrolidine-1-carboxylate ClC1=CC=C(N=N1)NC[C@H]1N(C[C@@H](C1)F)C(=O)OC(C)(C)C